3-((5-(5-(difluoromethyl)-1,3,4-oxadiazol-2-yl)pyridin-2-yl)methyl)-7-(1-isopropyl-1,2,3,6-tetrahydropyridin-4-yl)-1-methylquinazolin-2,4(1H,3H)-dione FC(C1=NN=C(O1)C=1C=CC(=NC1)CN1C(N(C2=CC(=CC=C2C1=O)C=1CCN(CC1)C(C)C)C)=O)F